C(C)(C)(C)OC(=O)N1CC(NC(C1)C)C tert-butyl-3,5-dimethyl-piperazine-1-carboxylate